4-(5-amino-3-(trifluoromethyl)pyridin-2-yl)piperazine-1-carboxylic acid benzyl ester C(C1=CC=CC=C1)OC(=O)N1CCN(CC1)C1=NC=C(C=C1C(F)(F)F)N